O(S(=O)(=O)C(F)(F)F)C1=NN2C(C=CC(=C2)OC)=C1 6-Methoxypyrazolo[1,5-a]pyridin-2-yl triflate